S1C(=CC=C1)C=CC(C=CC=1SC=CC1)=O 1,5-di(thiophene-2-yl)penta-1,4-diene-3-one